4'-[spiro(xanthene-9,9'-fluorene)-2,6-diylbis(oxycarbonyl)]diphthalic acid C1=CC=CC=2C3=CC=CC=C3C3(C12)C1=CC=C(C=C1OC=1C=CC(=CC13)OC(=O)C1=C(C(C(=O)O)=CC=C1)C(=O)O)OC(=O)C1=C(C(C(=O)O)=CC=C1)C(=O)O